8-((2-fluoro-4-(trifluoromethyl)phenyl)amino)-2-(2-hydroxyethoxy)-7-methyl-3,4-dihydro-2,7-naphthyridine-1,6(2h,7h)-dione FC1=C(C=CC(=C1)C(F)(F)F)NC=1N(C(C=C2CCN(C(C12)=O)OCCO)=O)C